(S)-1'-{1-[(1-methyl-2-oxo-1,2,3,4-tetrahydroquinolin-6-yl)oxy]propan-2-yl}-2-oxo-1,2-dihydrospiro[indole-3,4'-piperidine]-5-carbonitrile CN1C(CCC2=CC(=CC=C12)OC[C@H](C)N1CCC2(CC1)C(NC1=CC=C(C=C12)C#N)=O)=O